[N+](=O)([O-])NCCC1=CC(O)=C(O)C=C1 Nitrodopamin